O=C1C2=C(N=NN1CCNC(C1=C(C=CC=C1)C(F)(F)F)=O)C=C(C=C2)C(F)(F)F N-(2-(4-oxo-7-(trifluoromethyl)benzo[d][1,2,3]triazin-3(4H)-yl)ethyl)-2-(trifluoromethyl)Benzamide